FC1=CC=C(C=C1)N1C=2C=CC=CC2CC2=CC=CC=C12 10-(4-fluorophenyl)acridine